ClC1=CC(=C2C(=N1)N(N=C2)[C@@H]2O[C@@H](C([C@H]2O)=C)CO)N[C@@H](C)C2=C(C=CC=C2)F (2R,3R,5S)-2-(6-chloro-4-(((S)-1-(2-fluorophenyl)ethyl)amino)-1H-pyrazolo[3,4-b]pyridin-1-yl)-5-(hydroxymethyl)-4-methylenetetrahydrofuran-3-ol